4-Fluoro-3-iodobenzaldehyde FC1=C(C=C(C=O)C=C1)I